5-Amino-1-(1-cyclopropylethyl)-1H-pyrazole-4-carboxylic acid ethyl ester C(C)OC(=O)C=1C=NN(C1N)C(C)C1CC1